CC(CO)(CC)O 2-methyl-1,2-butandiol